O[N-]CCCCCCCC N-hydroxyN-octylamide